thymidine-3'-O-(2-cyanoethyl diisopropylphosphoramidite) C(#N)CCC(C)(C)N(P(O)O[C@H]1C[C@@H](O[C@@H]1CO)N1C(=O)NC(=O)C(C)=C1)C(C)C